4-(4-aminophenoxy)-3-methylphenyl-2,2-bis[4-(4-aminophenoxy)phenyl]propane NC1=CC=C(OC2=C(C=C(C=C2)CC(C)(C2=CC=C(C=C2)OC2=CC=C(C=C2)N)C2=CC=C(C=C2)OC2=CC=C(C=C2)N)C)C=C1